NC=1SC2=C(N1)C(=C(C=C2F)F)C=2C(=CC1=C3C=4N(CCS(C4N=C1C2F)(=O)=O)C([C@H]2CNCCN23)=O)Cl (4aR)-11-(2-amino-5,7-difluorobenzo[d]thiazol-4-yl)-12-chloro-10-fluoro-2,3,4,4a,6,7-Hexahydro-8-thia-3,5a,9,13c-tetraazanaphtho[3,2,1-de]anthracene-5(1H)-one-8,8-dioxide